C(C)(=O)O[C@@H]1[C@H](C(O)O[C@@H]([C@@H]1OC(C)=O)COC(C)=O)NC(C)=O 3,4,6-tri-O-acetyl-D-N-acetylgalactosamine